[Na+].OC1=C(C(=CC2=CC=C(C=C12)NC1=CC=CC=C1)N=NC1=C(C=C(C(=C1)C)N=NC1=CC=C(C=C1)S(=O)(=O)[O-])OC)S(=O)(=O)[O-].[Na+] hydroxy-3-[2-[2-methoxy-5-methyl-4-[2-(4-sulfophenyl)diazenyl]phenyl]diazenyl]-7-(phenylamino)-2-naphthalenesulfonic acid, sodium salt